C(C)(=O)O.C(C)(=O)[O-].[Sm+3].C(C)(=O)[O-].C(C)(=O)[O-] samarium acetate, acetic acid salt